ClC=1C2=C(N=CN1)N(C=C2)S(=O)(=O)C2=CC=C(C=C2)C 4-chloro-7-(4-methyl-benzenesulfonyl)-7H-pyrrolo[2,3-d]pyrimidine